(5-methoxybenzofuran-2-yl)methanone COC=1C=CC2=C(C=C(O2)C=O)C1